(R)-5-((1H-1,2,4-triazol-1-yl)methyl)-3-(4-(2,2-dioxido-2-thia-7-azaspiro[3.5]nonan-7-yl)-3,5-difluorophenyl)oxazolidin-2-one N1(N=CN=C1)C[C@H]1CN(C(O1)=O)C1=CC(=C(C(=C1)F)N1CCC2(CS(C2)(=O)=O)CC1)F